3,4-difluoro-2-bromomethylbenzoic acid methyl ester COC(C1=C(C(=C(C=C1)F)F)CBr)=O